2-(trimethyl-3-chlorophenyl)aniline CC=1C(=C(C(=C(C1)C1=C(N)C=CC=C1)C)Cl)C